CN(C(=O)NCC)C N,N-dimethylethylurea